OC1=CC(=CC(=C1)O)O L-2,4,6-trihydroxybenzene